C(C)(C)(C)NC(CN(C)C=1C2=C(N=C(N1)C1=NC=C(C=C1)OCCO)CCC2)=O N-tert-butyl-2-({2-[5-(2-hydroxyethoxy)pyridin-2-yl]-5H,6H,7H-cyclopenta[d]pyrimidin-4-yl}(methyl)amino)acetamide